C1=CC=CC=2C3=CC=CC=C3C(C12)COC(=O)N[C@@H](CC1=NN=C(O1)C1=CC=C(C(=O)OC)C=C1)C(=O)OCC=C methyl (S)-4-(5-(2-((((9H-fluoren-9-yl)methoxy)carbonyl) amino)-3-(allyloxy)-3-oxopropyl)-1,3,4-oxadiazol-2-yl)benzoate